5-[(3R)-3-(3-bromophenoxy)pyrrolidin-1-yl]-4-chloro-2-tetrahydropyran-2-yl-pyridazin-3-one BrC=1C=C(O[C@H]2CN(CC2)C2=C(C(N(N=C2)C2OCCCC2)=O)Cl)C=CC1